(3-methyl-2-(pyridin-2-yl)-1H-indol-5-yl)methylamine dihydrochloride Cl.Cl.CC1=C(NC2=CC=C(C=C12)CN)C1=NC=CC=C1